(R)-5-Chloro-6,7-difluoro-N-(pyrrolidin-3-yl)-1H-indole ClC=1C=C2C=CN(C2=C(C1F)F)[C@H]1CNCC1